[Si](C)(C)(C(C)(C)C)OC=1C=C(C=CC1O[Si](C)(C)C(C)(C)C)CCC(=O)O 3-(3,4-bis{(tert-butyldimethylsilyl)oxy}phenyl)propanoic acid